4-benzyloxy-1-(4-fluorophenyl)-2-(2-methoxy-1,1-dimethyl-ethyl)indole C(C1=CC=CC=C1)OC1=C2C=C(N(C2=CC=C1)C1=CC=C(C=C1)F)C(COC)(C)C